FC(C=1C2=C(N=C(N1)SC)CN(C2=O)C[C@H]2C[C@H](CCC2)C(F)(F)F)F 4-(difluoromethyl)-2-(methylthio)-6-(((1R,3S)-3-(trifluoromethyl)cyclohexyl)methyl)-6,7-dihydro-5H-pyrrolo[3,4-d]pyrimidin-5-one